[N+](=O)([O-])C1=CC=C2C=CNC(C2=C1)=O 7-nitro-2H-isoquinolin-1-one